5-((tert-butoxycarbonyl)amino)-1-(2-hydroxyethyl)-1H-pyrazole-3-carboxylic acid ethyl ester C(C)OC(=O)C1=NN(C(=C1)NC(=O)OC(C)(C)C)CCO